ClCC1=C(C=C(C=C1)CN1[C@@H](CN(CC1)C(=O)[O-])CF)OC (3S)-4-{[4-(chloromethyl)-3-methoxyphenyl]methyl}-3-(fluoromethyl)piperazine-1-carboxylate